C=NCC methylidene(ethyl)amine